1-(benzyl-oxy)-2-bromobenzene C(C1=CC=CC=C1)OC1=C(C=CC=C1)Br